C(CC)OCC(C)O Propylenglycol mono-n-propyl ether